CC(CCS(=O)(=O)N)(C)OC1OCCCC1 3-methyl-3-((tetrahydro-2H-pyran-2-yl)oxy)butane-1-sulfonamide